C[C@]12CC[C@H]3[C@H]([C@@H]1CC[C@@H]2O)CCC4=CC(=C(C=C34)OC)O 2-methoxy-β-estradiol